ONC(=N)C1=CC2=C(OCO2)C=C1 N-hydroxy-1,3-benzodioxolane-5-formamidine